sulfuric acid boron trifluoride B(F)(F)F.S(O)(O)(=O)=O